COC1=C(C=C2C(=NC(=NC2=C1)C)N[C@H](C)C1=CC(=CC(=C1)C(F)(F)F)[N+](=O)[O-])OC1CCNCC1 (R)-7-methoxy-2-methyl-N-(1-(3-nitro-5-(trifluoromethyl)phenyl)ethyl)-6-(piperidin-4-yloxy)quinazolin-4-amine